1-(4-(4-chloro-1-methyl-1H-imidazol-2-yl)phenyl)ethan-1-one ClC=1N=C(N(C1)C)C1=CC=C(C=C1)C(C)=O